2,7-diphenylcarbazole C1(=CC=CC=C1)C1=CC=2NC3=CC(=CC=C3C2C=C1)C1=CC=CC=C1